S1SC(CC1)CCCCC(=O)O 1,2-dithiolane-3-pentanoic acid